C(C1CCCO1)C1=C(C(=O)O)C=CC=C1C Tetrahydrofurfuryl-3-methylbenzoic acid